6-(4-((2-fluoro-4-(1H-pyrazol-4-yl)phenyl)-amino)-pyrimidin-2-yl)-N,N-dimethyl-1H-indole-2-carboxamide FC1=C(C=CC(=C1)C=1C=NNC1)NC1=NC(=NC=C1)C1=CC=C2C=C(NC2=C1)C(=O)N(C)C